((S)-1-(4-fluorophenyl)-3,4-dihydroisoquinolin-2(1H)-yl)((2R,4S,5S)-4-hydroxy-5-phenoxytetrahydro-2H-pyran-2-yl)methanone FC1=CC=C(C=C1)[C@@H]1N(CCC2=CC=CC=C12)C(=O)[C@@H]1OC[C@@H]([C@H](C1)O)OC1=CC=CC=C1